CN(C=1C=C(CN(C=2SC=C(N2)CCN2CCOCC2)CC2=CC(=CC=C2)OC)C=CC1)C N-(3-(dimethylamino)benzyl)-N-(3-methoxybenzyl)-4-(2-morpholinoethyl)thiazol-2-amine